CC1(CC1)NC(O[C@H]1C[C@H](CC1)C1=CC(=NN1)NC(COC1=C(C(=CC(=C1)OC)O)/C=N/C(C)C)=O)=O (1R,3S)-3-(3-(2-(3-hydroxy-2-((E)-(isopropylimino)methyl)-5-methoxyphenoxy)acetamido)-1H-pyrazol-5-yl)cyclopentyl (1-methylcyclopropyl)carbamate